C1(=CC=CC=C1)N1N=C(C=C1C(NC1=CC(=CC=C1)NS(=O)(=O)CCC)=O)C(=O)O 1-phenyl-5-((3-(propylsulfonamido)phenyl)carbamoyl)-1H-pyrazole-3-carboxylic acid